5-[1-methyl-3-[1-[3-(trifluoromethyl)phenyl]ethoxy]pyrazolo[3,4-c]pyridazin-5-yl]-1H-pyrimidine-2,4-dione CN1N=C(C=2C1=NN=C(C2)C=2C(NC(NC2)=O)=O)OC(C)C2=CC(=CC=C2)C(F)(F)F